C(C)OC(C1=CC=C(C=C1)N1C(CC(CC1)OC1OCCCC1)=O)=O.BrC1=C(C=C(C(=C1)I)OC)C(F)(F)F 1-bromo-5-iodo-4-methoxy-2-(trifluoromethyl)benzene Ethyl-4-(2-oxo-4-((tetrahydro-2H-pyran-2-yl)oxy)piperidin-1-yl)benzoate